L-malic acid malate C(C(O)CC(=O)O)(=O)O.C([C@@H](O)CC(=O)O)(=O)O